OC[C@H](C[C@H]1C(NCC1)=O)NC([C@H](CC(C)C)NC(OC([2H])([2H])C1C[C@@H]2CCC[C@H](C1)C2)=O)=O ((1R,3S,5S)-Bicyclo[3.3.1]nonan-3-yl)methyl-d2 ((S)-1-(((S)-1-hydroxy-3-((S)-2-oxopyrrolidin-3-yl)propan-2-yl)amino)-4-methyl-1-oxopentan-2-yl)carbamate